tert-butyl (1R,2S,3R,5R)-3-((6-(4-chloro-2-(methoxymethoxy)phenyl)pyridazin-3-yl)(methyl)amino)-2-fluoro-9-azabicyclo[3.3.1]nonane-9-carboxylate ClC1=CC(=C(C=C1)C1=CC=C(N=N1)N([C@H]1[C@@H]([C@H]2CCC[C@H](C1)N2C(=O)OC(C)(C)C)F)C)OCOC